C(C1=CC=CC=C1)(=O)OCC=1OC(=CC(C1)=O)COC(C1=CC=CC=C1)=O 2,6-dibenzoyloxymethyl-4-pyrone